C(CCCCCCCCC)OCCCCCCCCCC 1-decyl ether